dimercaptoThiadiazole tert-butyl-(2S,4R)-2-((6-bromo-3-methoxypyridin-2-yl)carbamoyl)-4-fluoropyrrolidine-1-carboxylate C(C)(C)(C)OC(=O)N1[C@@H](C[C@H](C1)F)C(NC1=NC(=CC=C1OC)Br)=O.SC1=C(N=NS1)S